3-[(2,5-difluorobenzyl)sulfanyl]-5-(methoxymethyl)[1,2,4]triazolo[4,3-a]pyrimidin-7(8H)-one FC1=C(CSC2=NN=C3N2C(=CC(N3)=O)COC)C=C(C=C1)F